6-(1-thioacetyl-3-methylpyrrolidine-3-yl)-8-methoxy-2-methylpyrido[4,3-d]pyrimidin-7(6H)-one C(C)(=S)N1CC(CC1)(C)N1C=C2C(N=C(N=C2)C)=C(C1=O)OC